ClCC(=O)NC1=CC(=C(C=C1)S(N(C)C)(=O)=O)Cl 2-chloro-N-(3-chloro-4-(N,N-dimethylsulfamoyl)phenyl)acetamide